tertbutyl ethyl ether C(C)OC(C)(C)C